ClC=1C=CC(=C(CN(C(=O)C=2OC3=C(C2)C=C(C=C3)O)C3CC2=CC=C(C=C2C3)S(=O)(=O)NCCC)C1)OCCOC N-(5-chloro-2-(2-methoxyethoxy)benzyl)-5-hydroxy-N-(5-(N-propylaminosulfonyl)-2,3-dihydro-1H-inden-2-yl)benzofuran-2-carboxamide